C(CCCCCCC)NC=1C(=CC=CC1)C N-octyl-toluidine